1-[3-(difluoromethoxy)phenyl]-3,3-dimethyl-N-(3-methyl-1,1-dioxo-thietan-3-yl)-2-oxo-pyrrolo[2,3-b]pyridine-5-carboxamide FC(OC=1C=C(C=CC1)N1C(C(C=2C1=NC=C(C2)C(=O)NC2(CS(C2)(=O)=O)C)(C)C)=O)F